3-amino-2,4-diiodobenzoic acid NC=1C(=C(C(=O)O)C=CC1I)I